5-trifluoromethyl-1-(tetrahydro-2H-pyran-2-yl)-1H-pyrazolo[3,4-b]pyridine-3-carboxylic acid methyl ester COC(=O)C1=NN(C2=NC=C(C=C21)C(F)(F)F)C2OCCCC2